C(C)(=O)OC[C@H]1O[C@H]([C@]([C@@H]1O)(C)F)N1C2=NC(=NC(=C2N=C1)NC)NC(CC1=CC=CC=C1)=O ((2R,3R,4R,5R)-4-fluoro-3-hydroxy-4-methyl-5-(6-(methylamino)-2-(2-phenylacetamido)-9H-purin-9-yl)tetrahydrofuran-2-yl)methyl acetate